CC1=CC2=C(C3=CC(=C(C=C3C(=C2C=C1C)C1=CC=CC2=CC=CC=C12)C)C)C1=CC=CC2=CC=CC=C12 2,3,6,7-tetramethyl-9,10-dinaphthyl-anthracene